N1CC(C1)OC=1C=NN(C1Cl)C 4-(azetidin-3-yloxy)-5-chloro-1-methyl-1H-pyrazole